2,4(1H,3H)pyrimidinedione hydrochloride Cl.N1C(NC(C=C1)=O)=O